4-[2-tert-butoxyethyl-[4-(5,6,7,8-tetrahydro-1,8-naphthyridin-2-yl)butyl]amino]-2-(diisopropylcarbamoylamino)butanoic acid C(C)(C)(C)OCCN(CCC(C(=O)O)NC(N(C(C)C)C(C)C)=O)CCCCC1=NC=2NCCCC2C=C1